2-[[(1R)-1-(3,6-dimethyl-4-oxo-2-tetrahydropyran-4-yl-quinazolin-8-yl)ethyl]amino]-5-fluoro-N-methoxy-benzamide CN1C(=NC2=C(C=C(C=C2C1=O)C)[C@@H](C)NC1=C(C(=O)NOC)C=C(C=C1)F)C1CCOCC1